(S)-5-bromo-N-(1-(6-(4-fluoro-1H-pyrazol-1-yl)pyridin-3-yl)ethyl)-N-methylpyridin-2-amine BrC=1C=CC(=NC1)N(C)[C@@H](C)C=1C=NC(=CC1)N1N=CC(=C1)F